C(CCCCCCCC\C=C/CCC)CC(=O)O.C(C)(=O)O acetic acid (Z)-10-tetradecenyl-acetate